7-Chloro-1-[3-(3-hydroxypropyl)phenyl]-1,3-dihydroquinazoline-2,4-dione ClC1=CC=C2C(NC(N(C2=C1)C1=CC(=CC=C1)CCCO)=O)=O